1-(5-bromopyrimidin-2-yl)-1-(oxetan-3-yl)ethanol BrC=1C=NC(=NC1)C(C)(O)C1COC1